CC=1N(N=C2C=CC(=CC12)[N+](=O)[O-])CCO 2-(3-methyl-5-nitro-2H-indazol-2-yl)ethanol